O1COC2=C1C=CC(=C2)C=CC(=O)N(CC2OCCC2)C2=NC=CC=C2 3-(1,3-benzodioxol-5-yl)-N-(2-pyridyl)-N-(tetrahydrofuran-2-ylmethyl)prop-2-enamide